FC(C(=O)O)(F)F.C1(=CC=CC=C1)CCC(C(=O)N)NCC1=CC=C(C=C1)N1CCNCC1 4-phenyl-2-((4-(piperazin-1-yl)benzyl)amino)butanamide, trifluoroacetate salt